NC=1N=C(N(C(C1)=C=O)C)N1CCC2([C@@H]([C@@H](OC2)C)N[S@](=O)C(C)(C)C)CC1 (R)-N-((3S,4S)-8-(4-amino-1-methyl-6-carbonyl-1,6-dihydropyrimidin-2-yl)-3-methyl-2-oxa-8-azaspiro[4.5]decan-4-yl)-2-methylpropan-2-sulfinamide